C(#C)C=1C(=CC=C2C=C(C=C(C12)C=1C(=C2C(=C(N=C(C2=CN1)N1C[C@H]2C[C@H]([C@@H](C1)N2)O)C#N)C)F)O)F 6-(8-ethynyl-7-fluoro-3-hydroxy-1-naphthyl)-5-fluoro-1-[(1R,5R,6R)-6-hydroxy-3,8-diazabicyclo[3.2.1]octan-3-yl]-4-methyl-2,7-naphthyridine-3-carbonitrile